OC1(C(C=C(C=C1)C=1C(=CC=CC1)C1=CC=CC=C1)(C(=O)O)C(=O)O)O 4,4-dihydroxy-terphenyl-3,3-dicarboxylic acid